dimethoxyquinolin COC=1C(=NC2=CC=CC=C2C1)OC